4-((1-methylpyrrolidin-3-yl)oxy)aniline CN1CC(CC1)OC1=CC=C(N)C=C1